2-(4-cyclopropyl-6-methoxy-pyrimidin-5-yl)-4-[[2-ethyl-5-fluoro-4-[1-methyl-4-(trifluoromethyl)imidazol-2-yl]phenyl]methoxy]-5-methoxy-pyrimidine C1(CC1)C1=NC=NC(=C1C1=NC=C(C(=N1)OCC1=C(C=C(C(=C1)F)C=1N(C=C(N1)C(F)(F)F)C)CC)OC)OC